C(C)(=O)O[C@@]1([C@H](O[C@H]([C@@H]1OC(C)=O)N1C2=NC(=NC(=C2N=C1)Cl)Cl)COC(C(=O)OCC)(C(=O)OCC)CC1=CC=C(C=C1)N1C(NCCC1)=O)C#C diethyl 2-(((2R,3R,4R,5R)-3,4-diacetoxy-5-(2,6-dichloro-9H-purin-9-yl)-3-ethynyltetrahydrofuran-2-yl)methoxy)-2-(4-(2-oxotetrahydropyrimidin-1(2H)-yl)benzyl)malonate